5-fluoro-8-(4-fluorophenyl)-9-(3-cyclopropyl-5-oxo-2-thioxoimidazolin-1-yl)-8,9-dihydro-2H-pyrido[4,3,2-de]phthalazin-3(7H)-one-7-carboxylic acid tert-butyl ester C(C)(C)(C)OC(=O)N1C(C(C2=NNC(C=3C=C(C=C1C23)F)=O)N2C(N(CC2=O)C2CC2)=S)C2=CC=C(C=C2)F